2-(2-Hydroxyethoxy)-benzaldehyd OCCOC1=C(C=O)C=CC=C1